(5-bromo-2,4-difluoro-phenyl)-methanol BrC=1C(=CC(=C(C1)CO)F)F